CON(C(=O)C12CN(C(CC1)CC2)C(=O)OC(C)(C)C)C tert-butyl 4-[methoxy(methyl)carbamoyl]-2-azabicyclo[2.2.2]octane-2-carboxylate